ClC1=CC=C(OCC(CO)O)C=C1 3-(p-chlorophenoxy)propane-1,2-diol